6-[(E)-2-ethoxyvinyl]-N-{1-[4-(1-methyl-1H-pyrazol-4-yl)phenyl]ethyl}pyrimidin-4-amine C(C)O/C=C/C1=CC(=NC=N1)NC(C)C1=CC=C(C=C1)C=1C=NN(C1)C